FC1=NC=CC(=C1C=O)C1=CC=CC=C1 2-fluoro-4-phenyl-pyridine-3-carbaldehyde